FC(C(=O)O)(F)F.FC1=CC=2N(C=C1NC(=O)N1CCC=3C1=NC=CC3C3CC(NC(C3)(C)C)(C)C)C=C(N2)C N-(7-fluoro-2-methylimidazo[1,2-a]pyridin-6-yl)-4-(2,2,6,6-tetramethylpiperidin-4-yl)-2,3-dihydro-1H-pyrrolo[2,3-b]pyridine-1-carboxamide 2,2,2-trifluoroacetate